C(C1=CC=CC=C1)NC(N(C1=CC=C(C=C1)C1=CNC(C=C1)=O)[C@@H]1CC[C@H](CC1)NC1=NC=C(C=C1)C#N)=O 3-benzyl-1-(trans-4-((5-cyanopyridin-2-yl)amino)cyclohexyl)-1-(4-(6-oxo-1,6-dihydropyridin-3-yl)phenyl)urea